[Si](C)(C)(C(C)(C)C)O[C@H]1[C@@H](O[C@@H]([C@H]1O)CO)N1C=NC=2C(=O)NC(N)=NC12 2'-O-TBDMS-guanosine